methyl 2-(3-{2-[12-(2-hydroxyphenyl)-4,8,10,11-tetraazatricyclo[7.4.0.0^{2,7}]trideca-1(9),2(7),10,12-tetraen-4-yl]pyrimidin-5-yl}-1,2-oxazol-5-yl)-3-methylbutanoate OC1=C(C=CC=C1)C=1N=NC=2NC=3CCN(CC3C2C1)C1=NC=C(C=N1)C1=NOC(=C1)C(C(=O)OC)C(C)C